The molecule is a polyunsaturated fatty acid anion that is the conjugate base of (5S)-hydroperoxy-(14R,15S)-epoxy-(6E,8Z,11Z)-icosatrienoic acid, obtained by deprotonation of the carboxy group; major species at pH 7.3. It is a conjugate base of a (5S)-hydroperoxy-(14R,15S)-epoxy-(6E,8Z,11Z)-icosatrienoic acid. CCCCC[C@H]1[C@H](O1)C/C=C\\C/C=C\\C=C\\[C@H](CCCC(=O)[O-])OO